C=12C3=CSC(CCOC(NCCCOC4=CC=C(NN1)C2=C4)=O)=N3 8,14-dioxa-4-thia-10,19,20,23-tetraazatetracyclo[13.5.2.12,5.018,21]tricosa-1(20),2,5(23),15,17,21-hexaen-9-one